6-CHLORO-1,2-DIHYDRO-2-OXO-3-QUINOLINECARBOXALDEHYDE ClC=1C=C2C=C(C(NC2=CC1)=O)C=O